C(C=CC)(=O)ON1C(CCC1=O)=O 2,5-Dioxopyrrolidin-1-yl 2-butenoate